2-(1-fluorocyclopropanecarbonyl)-2-azaspiro[3.4]octan-6-one FC1(CC1)C(=O)N1CC2(C1)CC(CC2)=O